ethyl 1-(3,5-dichlorophenyl)-5-amino-1H-pyrazole-4-carboxylate ClC=1C=C(C=C(C1)Cl)N1N=CC(=C1N)C(=O)OCC